3-(5-(((1S,2S)-2-(((3-fluorobicyclo[1.1.1]pentan-1-yl)methyl)amino)cyclohexyl)oxy)-1-oxoisoindolin-2-yl)piperidine-2,6-dione FC12CC(C1)(C2)CN[C@@H]2[C@H](CCCC2)OC=2C=C1CN(C(C1=CC2)=O)C2C(NC(CC2)=O)=O